OC1=CCN(C2=C(C=CC(=C12)O)C)S(=O)(=O)O 4,5-dihydroxy-8-methyl-1-quinolinesulfonic acid